2-(2-methylindol-5-yl)-6-(piperidin-4-yl)-1,5-naphthyridine CC=1NC2=CC=C(C=C2C1)C1=NC2=CC=C(N=C2C=C1)C1CCNCC1